S(=O)(=O)(OCCCCCCCC)OCCCCCCCC dioctyl sulfate